2-amino-5-{2-[(tert-butyldimethylsilyl)oxy]ethyl}-3H-imidazo[4,5-c]pyridin-4-one NC1=NC2=C(C(N(C=C2)CCO[Si](C)(C)C(C)(C)C)=O)N1